2-amino-3-methylimidazo[4,5-f]Quinoline NC=1N(C=2C(=C3C=CC=NC3=CC2)N1)C